CN(CCN)C 2-(dimethylamino)-ethylamine